COC1=C(C(=CC(=C1)C)C)C1=CN=C2C(=N1)N=C(C=C2)C2=CCCN(C2)C 3-(2-methoxy-4,6-dimethyl-phenyl)-6-(1-methyl-3,6-dihydro-2H-pyridin-5-yl)pyrido[2,3-b]pyrazine